C1(CCCC1)N1C(=NN=C1)C1=CC=CC(=N1)NC(=O)C1=CC2=C(NC1=O)N(N=C2C(F)(F)F)C N-(6-(4-cyclopentyl-4H-1,2,4-triazol-3-yl)pyridin-2-yl)-1-methyl-6-oxo-3-(trifluoromethyl)-6,7-dihydro-1H-pyrazolo[3,4-b]pyridine-5-carboxamide